3-[[2-(Difluoromethyl)-5-[3-(difluoromethyl)-4-fluoro-phenyl]-3-pyridyl]methyl]oxazolidin-2-one FC(C1=NC=C(C=C1CN1C(OCC1)=O)C1=CC(=C(C=C1)F)C(F)F)F